C(#CC)C1=CC=CC=C1 2-(prop-1-yn-1-yl)benzene